BrC=1C(=NC(=NC1)C(F)(F)F)N1CC2(C1)CN(CC2)C(=O)OC(C)(C)C tert-butyl 2-[5-bromo-2-(trifluoromethyl)pyrimidin-4-yl]-2,6-diazaspiro[3.4]octane-6-carboxylate